8-[4-({[1-Methyl-4-(pyridin-4-yl)-1H-pyrazole-3-yl]oxy}methyl)phenyl]quinoline CN1N=C(C(=C1)C1=CC=NC=C1)OCC1=CC=C(C=C1)C=1C=CC=C2C=CC=NC12